Cl.Cl.C(C)OC=1C=CC(=NC1)C=1N(C(=NN1)C12CC(C1)(C2)N)C2=CC=CC=C2 3-(5-(5-ethoxypyridin-2-yl)-4-phenyl-4H-1,2,4-triazol-3-yl)bicyclo[1.1.1]Pentane-1-amine dihydrochloride